NC=1C2=C(N=CN1)N(C(=C2C2=CC=C(C=C2)OC2CC2)C2=CCC1(CCN(CC1)C(=O)OC(C)(C)C)CC2)C tert-butyl 9-(4-amino-5-(4-cyclopropoxyphenyl)-7-methyl-7H-pyrrolo[2,3-d]pyrimidin-6-yl)-3-azaspiro[5.5]undec-8-ene-3-carboxylate